D-7-fluoro-2-(8-(hydroxymethyl)-2-methylimidazo[1,2-a]pyridin-6-yl)-4H-pyrido[1,2-a]pyrimidin-4-one FC=1C=CC=2N(C(C=C(N2)C=2C=C(C=3N(C2)C=C(N3)C)CO)=O)C1